4-{5-fluoro-2-iodo-1H-pyrrolo[2,3-b]pyridin-4-yl}-1-[4-(trifluoromethoxy)benzoyl]piperidine FC=1C(=C2C(=NC1)NC(=C2)I)C2CCN(CC2)C(C2=CC=C(C=C2)OC(F)(F)F)=O